CNC=1C=C2CCN(C(C2=CC1[N+](=O)[O-])=O)C[C@@H](C)NC(OC(C)(C)C)=O tert-butyl (R)-(1-(6-(methylamino)-7-nitro-1-oxo-3,4-dihydroisoquinolin-2(1H)-yl)propan-2-yl)carbamate